F[P-](F)(F)(F)(F)F.N1(N=NC2=C1C=CC=C2)O[P+](N(C)C)(N(C)C)N(C)C benzotriazol-1-yl-oxytris(dimethylamino)phosphonium hexafluoro-phosphate